CC(C)N1N=CC(=C1)C1=NN2C(OCCC2)=C1C(=O)N 2-(1-prop-2-ylpyrazol-4-yl)-6,7-dihydro-5H-pyrazolo[5,1-b][1,3]Oxazine-3-carboxamide